2,2-diethoxyethane-1-thiol C(C)OC(CS)OCC